2-(4-chloro-3-fluoro-phenoxy)-N-(4-piperidyl)acetamide HCl salt Cl.ClC1=C(C=C(OCC(=O)NC2CCNCC2)C=C1)F